FC(C(=O)O)(F)F.C1(CC1)C=1ON=C2C1CN(CC1=C2C2=C(N1C(C)C)N=CN=C2N)C2CC2 3,5-dicyclopropyl-7-isopropyl-4,5,6,7-tetrahydroisoxazolo[4,3-c]pyrimido[5',4':4,5]pyrrolo[3,2-e]azepin-11-amine 2,2,2-trifluoroacetate